[Cu].NC1=NC=C(C2=C1C=NN2C2OCCCC2)NC(=O)C(=O)N(C(C)C2=NC=C(C=C2)C(F)(F)F)C N-(4-amino-1-tetrahydropyran-2-yl-pyrazolo[4,3-c]pyridin-7-yl)-N'-methyl-N'-[1-[5-(trifluoromethyl)-2-pyridyl]ethyl]oxamide Copper